FC=1C=C(C=CC1F)C=1C(=NN2C1SC(=C2C(C)C)C(=O)N[C@H]2CCOC1=CC=CC=C21)C 7-(3,4-difluorophenyl)-N-[(4S)-3,4-dihydro-2H-chromen-4-yl]-6-methyl-3-(propan-2-yl)pyrazolo[5,1-b][1,3]thiazole-2-carboxamide